3-Sulfamoylbenzoic acid methyl ester COC(C1=CC(=CC=C1)S(N)(=O)=O)=O